trans-ethyl 7-methyl-8-((3,4,5-trifluorophenyl)carbamoyl)-1,3a,4,10,11,11a-hexahydro-7H-dipyrrolo[3,4-b:3',4'-f][1,4,5]oxathiazonine-2(3H)-carboxylate 5,5-dioxide CN1C(=C2OCC[C@H]3[C@H](NS(C2=C1)(=O)=O)CN(C3)C(=O)OCC)C(NC3=CC(=C(C(=C3)F)F)F)=O